chromium monopicolinate N1=C(C=CC=C1)C(=O)[O-].[Cr+]